C1(=CC=CC=C1)N1N=CN=C1 1-phenyl-1,2,4-triazole